ClC1=CC2=C(C=N1)C(=NN2C=2C(=CC1=C(SCCN1)C2)OC)NC(N(C)C)=O 3-(6-chloro-1-(6-methoxy-3,4-dihydro-2H-benzo[b][1,4]thiazin-7-yl)-1H-pyrazolo[4,3-c]pyridin-3-yl)-1,1-dimethylurea